3-(2-methyl-4-(4,4,5,5-tetramethyl-1,3,2-dioxaborolan-2-yl)phenyl)oxazolidine-2,4-dione CC1=C(C=CC(=C1)B1OC(C(O1)(C)C)(C)C)N1C(OCC1=O)=O